ethyl 2-chloro-4-{[(1R)-2-hydroxy-1-phenylethyl]amino}pyrimidine-5-carboxylate ClC1=NC=C(C(=N1)N[C@@H](CO)C1=CC=CC=C1)C(=O)OCC